N=1C=NN2C1C=C(C=C2)CC2=C(C=C(C=C2)NC=2C1=C(N=CN2)C=CC(=N1)N1CC2CCC(C1)N2C(=O)OC(C)(C)C)C Tert-butyl 3-(4-((4-([1,2,4]triazolo[1,5-a]pyridin-7-ylmethyl)-3-methylphenyl)amino)pyrido[3,2-d]pyrimidin-6-yl)-3,8-diazabicyclo[3.2.1]octane-8-carboxylate